racemic-N2-(1-methylsulfonylindazol-4-yl)-N4-tetrahydrofuran-3-yl-5-(trifluoromethyl)pyrimidine-2,4-diamine CS(=O)(=O)N1N=CC2=C(C=CC=C12)NC1=NC=C(C(=N1)N[C@H]1COCC1)C(F)(F)F |r|